FC=1C=C2CCC(C2=CC1F)NC1=NC(=NC=C1C(=O)N)NC1=C(C=C2CCN(CC2=C1)C)F 4-[(5,6-difluoro-2,3-dihydro-1H-inden-1-yl)amino]-2-[(6-fluoro-2-methyl-1,2,3,4-tetrahydroisoquinolin-7-yl)amino]pyrimidine-5-carboxamide